Cl.NC=1C=C(C(=NC1C1CC1)S(=O)(=O)NC=1N=CSC1)F 5-amino-6-cyclopropyl-3-fluoro-N-(thiazol-4-yl)pyridine-2-sulfonamide hydrogen chloride salt